(2,2,2-trifluoroethyl)-2,7-naphthyridine-1,6-diamine FC(CC=1N=C(C2=CN=C(C=C2C1)N)N)(F)F